C1(CC1)C=1C=C(OC2CC(C2)NC(OC(C)(C)C)=O)C=CC1 tert-butyl ((1r,3r)-3-(3-cyclopropylphenoxy)cyclobutyl)carbamate